sulfamic acid sodium salt [Na+].S(N)([O-])(=O)=O